(±)-2-(3-((2-(Tert-butyl)phenoxy)methyl)pyrrolidin-1-yl)-6-methylpyrimidine-4-carboxylic Acid C(C)(C)(C)C1=C(OC[C@H]2CN(CC2)C2=NC(=CC(=N2)C(=O)O)C)C=CC=C1 |r|